F[C@H]1CN(CC[C@@H]1NC=1C=2C=C(N(C2C=CC1)CC(F)(F)F)I)C N-((3S,4S)-3-fluoro-1-methylpiperidin-4-yl)-2-iodo-1-(2,2,2-trifluoroethyl)-1H-indol-4-amine